5-cyclohexyl-3-hydroxy-1-(4-(isoxazol-4-yl)phenyl)-4-(4-methoxybenzoyl)-1,5-dihydro-2H-pyrrol-2-one C1(CCCCC1)C1C(=C(C(N1C1=CC=C(C=C1)C=1C=NOC1)=O)O)C(C1=CC=C(C=C1)OC)=O